CCC1=NC(=CN=C1)C 2,6-methylethylpyrazine